N-(6-(4-aminophenyl)-1H-indazol-3-yl)butyramide NC1=CC=C(C=C1)C1=CC=C2C(=NNC2=C1)NC(CCC)=O